1-[(2S,4R)-4-({4-[(4-methoxybenzyl)thio]phenyl}amino)-2-methyl-3,4-dihydroquinolin-1(2H)-yl]propan-1-one COC1=CC=C(CSC2=CC=C(C=C2)N[C@@H]2C[C@@H](N(C3=CC=CC=C23)C(CC)=O)C)C=C1